COC1=C(C(=CC(=C1)C)C)C=1N=C2C(=NC1)N=CC(=N2)[C@H]2CN(CCC2)C 6-(2-methoxy-4,6-dimethyl-phenyl)-3-[(3R)-1-methyl-3-piperidyl]pyrazino[2,3-b]pyrazine